1-(5-(tert-butyl)isoxazol-3-yl)-3-(4-(6-fluoroimidazo[1,2-a]pyridine-3-carbonyl)phenyl)urea C(C)(C)(C)C1=CC(=NO1)NC(=O)NC1=CC=C(C=C1)C(=O)C1=CN=C2N1C=C(C=C2)F